(Z)-ethyl (3-(2-chlorophenyl)-4-(hydroxymethyl)thiazolidin-2-ylidene)carbamate ClC1=C(C=CC=C1)N1/C(/SCC1CO)=N/C(OCC)=O